(S)-3-((difluoromethyl)sulfonyl)-N-((2-(6-(3-(trifluoromethyl)piperazin-1-yl)pyridin-2-yl)-1,6-naphthyridin-7-yl)methyl)benzamide FC(S(=O)(=O)C=1C=C(C(=O)NCC2=NC=C3C=CC(=NC3=C2)C2=NC(=CC=C2)N2C[C@H](NCC2)C(F)(F)F)C=CC1)F